CC1=C(C=2C(=NCC=3N(C2S1)C(=NN3)C)C3=CC=C(N)C=C3)C 4-(2,3,9-trimethyl-6H-thieno[3,2-f][1,2,4]triazolo[4,3-a][1,4]diazepinyl)aniline